1-(5-(Difluoromethyl)-2-((6-methoxy-2-methyl-1,2,3,4-tetrahydroisoquinolin-7-yl)amino)pyrimidin-4-yl)indoline-3-carboxylic acid methyl ester COC(=O)C1CN(C2=CC=CC=C12)C1=NC(=NC=C1C(F)F)NC1=C(C=C2CCN(CC2=C1)C)OC